NC1=NNC(C2=C1N(C=C2[C@H]2CN(CCC2)C(\C=C\CN(C)C)=O)C2=CC=C(C=C2)OC2=CC=CC=C2)=O (S,E)-7-amino-3-(1-(4-(dimethylamino)but-2-enoyl)piperidin-3-yl)-1-(4-phenoxyphenyl)-1,5-dihydro-4H-pyrrolo[2,3-d]pyridazin-4-one